4-hydroxy-N'-[(Z)-(2-oxonaphthalen-1-ylidene)methyl]benzoyl-hydrazine OC1=CC=C(C(=O)NN\C=C\2/C(C=CC3=CC=CC=C23)=O)C=C1